F\C=C(\CNC(OC(C)(C)C)=O)/COC=1C=C2CCN(C(C2=CC1)=O)C1=CC=C(C=C1)F t-butyl N-[(Z)-3-fluoro-2-[(1-oxo-2-(4-fluorophenyl)-3,4-dihydroisoquinolin-6-yl)oxymethyl]allyl]carbamate